CCCC(=O)CC=CC=C 6-nonadienal